N[C@@H](CC(=O)O)CC=C (R)-β-amino-5-hexenoic acid